NCCC(CC)O 1-Amino-pentan-3-ol